(1s,4s)-4-((4-(difluoromethoxy)-5-(imidazo[1,2-a]pyrimidin-6-yl)pyrrolo[2,1-f][1,2,4]triazin-2-yl)amino)-1-ethylcyclohexan-1-ol FC(OC1=NC(=NN2C1=C(C=C2)C=2C=NC=1N(C2)C=CN1)NC1CCC(CC1)(O)CC)F